Ethyl (2R)-3-(4-cyano-1H-pyrazol-1-yl)-2-{[(1,2,3,5,6,7-hexahydro-s-indacen-4-yl)-carbamoyl]oxy}propanoate C(#N)C=1C=NN(C1)C[C@H](C(=O)OCC)OC(NC1=C2CCCC2=CC=2CCCC12)=O